OC1=C(C=O)C=CN=C1 3-hydroxyisonicotinaldehyde